3-Bromo-5-fluoro-6-methylpyridin-2-amine BrC=1C(=NC(=C(C1)F)C)N